C(C1=CC=CC=C1)OC1=CC(=NC=2C=CN=C(C12)NC)C=1C(=NC=C(C1C)C(F)(F)F)OC1=C(C(=C(C=C1)F)F)C 4-benzyloxy-2-[2-(3,4-difluoro-2-methyl-phenoxy)-4-methyl-5-(trifluoromethyl)-3-pyridinyl]-N-methyl-1,6-naphthyridin-5-amine